C(CCC)N1CCN(CC1)CC1CCNCC1 butyl-4-(4-piperidylmethyl)piperazine